CC1S(N(C2=C(C1)C=CC=C2)C=2C=NC1=CC=CC=C1C2)(=O)=O 3-methyl-1-(quinolin-3-yl)-3,4-dihydro-1H-2,1-benzothiazine 2,2-dioxide